N1N=NC(=C1)CNC(=O)[C@H]1N2C3=C(C=CC=C3C1)CC[C@@H](C2=O)NC(CNC(CC=2C1=C(SC2)C=CC=C1)=O)=O (2S,5S)-5-[2-(2-Benzo[b]thiophen-3-yl-acetylamino)-acetylamino]-4-oxo-1,2,4,5,6,7-hexahydro-azepino[3,2,1-hi]indole-2-carboxylic acid (1H-[1,2,3]triazol-4-ylmethyl)-amide